(5RS,6RS)-2-[(5-Chloro-3-fluoropyridin-2-yl)methyl]-5-{[(3R,4S)-3,4-difluoropyrrolidin-1-yl]carbonyl}-6-(trifluoromethyl)-5,6,7,8-tetrahydro[1,2,4]triazolo[4,3-a]pyridin-3(2H)-one ClC=1C=C(C(=NC1)CN1N=C2N([C@H]([C@@H](CC2)C(F)(F)F)C(=O)N2C[C@H]([C@H](C2)F)F)C1=O)F |&1:12,13|